N-{5-[(3R)-3-(dimethylamino)pyrrolidin-1-yl]pyridin-3-yl}-4-methoxy-5-[4-(4-methylpyridazin-3-yl)phenyl]pyrimidin-2-amine CN([C@H]1CN(CC1)C=1C=C(C=NC1)NC1=NC=C(C(=N1)OC)C1=CC=C(C=C1)C=1N=NC=CC1C)C